4-(Difluoromethoxy)pyridazin-3(2H)-one FC(OC=1C(NN=CC1)=O)F